2-(6-chloro-3-(5-methylisoxazol-3-yl)-[1,2,4]triazolo[4,3-b]pyridazin-7-yl)propan-2-ol ClC=1C(=CC=2N(N1)C(=NN2)C2=NOC(=C2)C)C(C)(C)O